2-amino-1-(3-methylphenyl)ethan-1-one-hydrogen chloride salt Cl.NCC(=O)C1=CC(=CC=C1)C